glycerylaminoethyl methacrylate C(C(=C)C)(=O)OCCNCC(O)CO